N-(4-((3,5-dimethyl-4-oxo-3,4-dihydroquinazolin-6-yl)amino)-3,5-difluoropyridin-2-yl)-3-fluoropropane-1-sulfonamide CN1C=NC2=CC=C(C(=C2C1=O)C)NC1=C(C(=NC=C1F)NS(=O)(=O)CCCF)F